2-(2,6-Dimethyl-4-((5-oxo-4-(4-(trifluoromethyl)phenyl)-4,5-dihydro-1H-1,2,4-Triazol-1-yl)methyl)phenoxy)-2-methylpropionic acid ethyl ester C(C)OC(C(C)(C)OC1=C(C=C(C=C1C)CN1N=CN(C1=O)C1=CC=C(C=C1)C(F)(F)F)C)=O